tri-O-undecyl-glycerol C(CCCCCCCCCC)OCC(OCCCCCCCCCCC)COCCCCCCCCCCC